17-lauroyloxy-5-androstene C(CCCCCCCCCCC)(=O)OC1[C@]2(C)[C@@H](CC1)[C@@H]1CC=C3CCCC[C@]3(C)[C@H]1CC2